allylzinc C(C=C)[Zn]